C1(CCCCC1)(CC(=O)O)CC(=O)O 1,1-cyclohexanediacetic acid